6-(2,3-Dihydro-1H-inden-5-yl)-2-azaspiro[3.3]heptane C1CCC2=CC(=CC=C12)C1CC2(CNC2)C1